(R)-(4-fluorophenyl)(2-methylpiperazin-1-yl)methanone FC1=CC=C(C=C1)C(=O)N1[C@@H](CNCC1)C